COC=1C=C2C(=CNC2=CC1C)CCN(C)C 2-(5-methoxy-6-methyl-1H-indol-3-yl)-N,N-dimethylethan-1-amine